N1=NC=CN2C1=CC=C2 Azolo[5,1-c]-1,2,4-triazine